FC(C(C(C(F)(F)F)(F)F)(F)F)(CCO)F 2-(perfluorobut-1-yl)ethan-1-ol